FC1(C(N([C@H](C1)C=O)C\C=C/C1=CC=C(S1)C(=O)OC)=O)F (R,Z)-Methyl 5-(3-(3,3-difluoro-5-formyl-2-oxopyrrolidin-1-yl)prop-1-en-1-yl)thiophene-2-carboxylate